2'-chloro-5'-methoxy-6-methyl-N-(5-(5H,7H,8H-pyrano(4,3-b)pyridin-2-ylmethoxy)-1,3,4-thiadiazol-2-yl)-(4,4'-bipyridine)-3-carboxamide ClC1=NC=C(C(=C1)C1=C(C=NC(=C1)C)C(=O)NC=1SC(=NN1)OCC1=CC=C2C(=N1)CCOC2)OC